FC1(CCC2=C1N=C(N=C2N2CC(C2)O)N2[C@H](CC2)C)F (S)-1-(7,7-difluoro-2-(2-methylazetidine-1-yl)-6,7-dihydro-5H-cyclopenta[d]pyrimidin-4-yl)azetidin-3-ol